copper bis(((Z)-1,3-bis(3,5-bis(trifluoromethyl) phenyl)-2-cyano-3-oxoprop-1-en-1-yl) oxy) carbonate C(OO\C(=C(/C(=O)C1=CC(=CC(=C1)C(F)(F)F)C(F)(F)F)\C#N)\C1=CC(=CC(=C1)C(F)(F)F)C(F)(F)F)(OO\C(=C(/C(=O)C1=CC(=CC(=C1)C(F)(F)F)C(F)(F)F)\C#N)\C1=CC(=CC(=C1)C(F)(F)F)C(F)(F)F)=O.[Cu]